NC1=NC=CC(=C1Cl)SC=1C2=C(C(=NC1)N1CCC3([C@@H]([C@@H](OC3)C)NC(OC(C)(C)C)=O)CC1)C=NN2COCC[Si](C)(C)C tert-butyl N-[(3S,4S)-8-[7-[(2-amino-3-chloro-4-pyridyl)sulfanyl]-1-(2-trimethylsilylethoxymethyl) pyrazolo[4,3-c]pyridin-4-yl]-3-methyl-2-oxa-8-azaspiro[4.5]decan-4-yl]carbamate